NC1CN(CCC1)C1C(CC(C1)C1=CC=C(C=C1)F)N1N=C(N=C1)C#N 1-[2-(3-amino-1-piperidinyl)-4-(4-fluorophenyl)cyclopentyl]-1,2,4-triazole-3-carbonitrile